COC(C)(OC)C1=NC(=NC=C1)N 4-(1,1-Dimethoxyethyl)pyrimidin-2-amine